(12AR)-9-(2-ethyl-6-methoxyphenyl)-8,10-difluoro-3,4,12,12a-tetrahydro-6H-pyrazino[2,1-c][1,4]benzoxazepine-2(1H)-carboxylic acid tert-butyl ester C(C)(C)(C)OC(=O)N1C[C@@H]2COC3=C(CN2CC1)C=C(C(=C3F)C3=C(C=CC=C3OC)CC)F